C[C@@H]1O[C@@H](CN(C1)CC1=CC(=NC(=C1)NC=1SC(=CN1)C=1OC(=NN1)C1=C(C=CC=C1)F)NC1CCC(CC1)O)C (1R,4R)-4-((4-(((2S,6R)-2,6-dimethylmorpholino)methyl)-6-((5-(5-(2-fluorophenyl)-1,3,4-oxadiazol-2-yl)thiazol-2-yl)amino)pyridin-2-yl)amino)cyclohexan-1-ol